(S)-1-(2-(1H-indol-3-yl)ethyl)-7-(cyclopropyl-methoxy)-6-methoxy-3,4-dihydroisoquinoline-2(1H)-formaldehyde N1C=C(C2=CC=CC=C12)CC[C@@H]1N(CCC2=CC(=C(C=C12)OCC1CC1)OC)C=O